Methyl 4-(benzyloxy)-5,6-difluoro-1H-indole-2-carboxylate C(C1=CC=CC=C1)OC1=C2C=C(NC2=CC(=C1F)F)C(=O)OC